dichloro-dichlorotoluene ClC1=C(C(Cl)(Cl)Cl)C=CC=C1